2-(2,2-dimethyl-5-oxo-morpholin-4-yl)acetic acid methyl ester COC(CN1CC(OCC1=O)(C)C)=O